2-fluoro-N-(2-[[(2S)-2-methylpyrrolidin-1-yl]ethyl]-1H-pyrrolo[3,2-b]pyridin-6-yl)-4-(1H-pyrazol-3-yl)benzamide FC1=C(C(=O)NC=2C=C3C(=NC2)C=C(N3)CCN3[C@H](CCC3)C)C=CC(=C1)C1=NNC=C1